FC(C#CCCCCOCC1=CC=CC=C1)(F)F (((7,7,7-trifluorohept-5-yn-1-yl)oxy)methyl)benzene